O1C(=NCC1)CCC(=O)O oxazolinepropionic acid